FC1([C@@H]([C@H](CCC1)O[C@@H]1CN(CC1)CC(C)C)NC(=O)N1CCC(CC1)(C)C1=NOC(=N1)[C@H]1[C@H](C1)F)F N-[(1R,6S)-2,2-difluoro-6-{[(3S)-1-(2-methylpropyl)pyrrolidin-3-yl]oxy}cyclohexyl]-4-{5-[(1S,2S)-2-fluorocyclopropyl]-1,2,4-oxadiazol-3-yl}-4-methylpiperidine-1-carboxamide